NC=1C=C(C=CC1C(=O)OC)[C@H]1CCN(CCN1CC1=C2C=CN(C2=C(C=C1OC)C)C(=O)OC(C)(C)C)C |r| racemic-tert-butyl 4-((7-(3-amino-4-(methoxycarbonyl)phenyl)-4-methyl-1,4-diazepan-1-yl)methyl)-5-methoxy-7-methyl-1H-indole-1-carboxylate